3-acetyl-1-(2-((2-((3-chloro-2-fluorobenzyl)amino)-2-oxoethyl)(cyclopropyl)amino)-2-oxoethyl)-1H-indole-5-carboxylic acid C(C)(=O)C1=CN(C2=CC=C(C=C12)C(=O)O)CC(=O)N(C1CC1)CC(=O)NCC1=C(C(=CC=C1)Cl)F